4-(1-(3-(4-(2-(2-aminopyridin-3-yl)-5-phenyl-3H-imidazo[4,5-b]pyridin-3-yl)phenyl)pyrrolidin-1-yl)ethyl)benzoic acid NC1=NC=CC=C1C1=NC=2C(=NC(=CC2)C2=CC=CC=C2)N1C1=CC=C(C=C1)C1CN(CC1)C(C)C1=CC=C(C(=O)O)C=C1